IC1=C(C=CC=C1)N1C=CC2=CC=CC(=C12)C 1-(2-iodophenyl)-7-methyl-1H-indole